2-chloro-5-(prop-1-yn-1-yl)isonicotinamide ClC=1C=C(C(=O)N)C(=CN1)C#CC